BrC=1C=C(C=C2C([C@H](COC12)CC=1C=CC(=C(OCC(=O)OC)C1)F)=O)CBr Methyl (S)-2-(5-((8-bromo-6-(bromomethyl)-4-oxochroman-3-yl)methyl)-2-fluorophenoxy)acetate